N-(2-ethoxy-4-(4-methyl-4H-1,2,4-triazol-3-yl)phenyl)-6-methyl-8-(2-oxa-7-azaspiro[4.4]nonan-7-yl)pyrido[3,4-d]pyrimidin-2-amine C(C)OC1=C(C=CC(=C1)C1=NN=CN1C)NC=1N=CC2=C(N1)C(=NC(=C2)C)N2CC1(CCOC1)CC2